(S)-N-((R)-(3-chloro-2,4-difluorophenyl)((cis)-1-methyl-2-(trifluoro-methyl)piperidin-4-yl)methyl)-2-oxoimidazolidine-4-carboxamide ClC=1C(=C(C=CC1F)[C@H](NC(=O)[C@H]1NC(NC1)=O)[C@@H]1C[C@@H](N(CC1)C)C(F)(F)F)F